1,3,5-triacryloxylhexahydro-1,3,5-triazine C(=O)(C=C)ON1CN(CN(C1)OC(=O)C=C)OC(=O)C=C